ClC1=NC=C(C=N1)OCC(=O)N[C@H](C(=O)N1[C@@H](C[C@H](C1)O)C(=O)NCC1=CC=C(C=C1)C1=C(N=CS1)C)C(C)(C)C (2S,4R)-1-((S)-2-(2-((2-Chloropyrimidin-5-yl)oxy)acetamido)-3,3-dimethylbutanoyl)-4-hydroxy-N-(4-(4-methylthiazol-5-yl)benzyl)pyrrolidine-2-carboxamide